2-Bromo-6-(1,2-difluoroethyl)pyridine BrC1=NC(=CC=C1)C(CF)F